2-[2-(4-methylpiperazin-1-yl)ethoxy]-N-(4-pyrazin-2-ylphenyl)-5-[6-(trifluoromethyl)-1H-benzo[d]imidazol-2-yl]aniline CN1CCN(CC1)CCOC1=C(NC2=CC=C(C=C2)C2=NC=CN=C2)C=C(C=C1)C1=NC2=C(N1)C=C(C=C2)C(F)(F)F